C(=CCCCCCCCCCCCCCC)N hexadeceneamine